CN(C)CC1=C(C=CC(=C1)CCCCCCCCC)O 2-[(dimethylamino)methyl]-4-nonylphenol